1-(4-methoxybenzyl)-3-(2-(1-phenylcyclopropane-1-carbonyl)-2-azaspiro[3.3]hept-6-yl)urea COC1=CC=C(CNC(=O)NC2CC3(CN(C3)C(=O)C3(CC3)C3=CC=CC=C3)C2)C=C1